BrC=1C(=CC(N(C1)OC)=O)C1=C(C=C(C=C1)F)Cl 5-bromo-4-(2-chloro-4-fluorophenyl)-1-methoxy-2(1H)-pyridone